COC(=O)C1=CC2=C(OC(O2)(F)F)C=C1 2,2-difluoro-benzo[1,3]dioxole-5-carboxylic acid methyl ester